(1S,2S)-N-(6-chloro-2-methylpyrimidin-4-yl)-2-(4-methylpyrimidin-2-yl)cyclopropane ClC1=CC(=NC(=N1)C)N1[C@H](N=C(C=C1)C)C1CC1